[2-chloro-3-[(4-chlorophenoxy)carbonylamino]phenyl]boronic acid ClC1=C(C=CC=C1NC(=O)OC1=CC=C(C=C1)Cl)B(O)O